C(C)OC(=O)C1=C(C2=C(S1)C=CC=C2Cl)COC2=C(C=C(C=C2F)C(N)=O)F 3-((4-carbamoyl-2,6-difluorophenoxy)methyl)-4-chlorobenzo[b]thiophene-2-carboxylic acid ethyl ester